1-(3,5-dichloro-1H-pyrazol-1-yl)cyclopropane-1-carboxylic acid ClC1=NN(C(=C1)Cl)C1(CC1)C(=O)O